(S)-(4-(benzo[d]oxazol-2-yl)-4,6-dihydropyrrolo[3,4-d]imidazol-5(1H)-yl)(1-(trifluoromethyl)-1H-pyrazol-5-yl)methanone O1C(=NC2=C1C=CC=C2)[C@H]2N(CC=1NC=NC12)C(=O)C1=CC=NN1C(F)(F)F